(2-chlorophenyl)glycine ClC1=C(C=CC=C1)NCC(=O)O